P(=S)(OCCOCCCC)(OCCOCCCC)[O-].[NH4+] ammonium bis(2-butoxyethyl) thiophosphate